ClC=1C=C(C(N(C1)C1=CC=C(C=C1)F)=O)C(=O)NC1=CC(=C(C=C1)OC1=C2C(=NC=C1)C=C(S2)C2=NC=C(C=C2)CNCCOC)F 5-Chloro-N-(3-fluoro-4-{[2-(5-{[(2-methoxyethyl)amino]methyl}pyridin-2-yl)thieno[3,2-b]pyridin-7-yl]oxy}phenyl)-1-(4-fluorophenyl)-2-oxo-1,2-dihydropyridine-3-carboxamide